CN1CC2=C(CC1)N=C(S2)C(=O)[O-] 4,5,6,7-tetrahydro-5-methyl-thiazolo(5,4-c)pyridine-2-carboxylate